2-amino-4-(2-methoxyanilino)-6-chloropyrimidine NC1=NC(=CC(=N1)NC1=C(C=CC=C1)OC)Cl